FC(CNC=O)F N-(2,2-difluoroethyl)carboxamide